4-(benzyloxy)-3-(5-(4-((2-(trimethylsilyl)ethoxy)methyl)-4H-1,2,4-triazol-3-yl)pyridin-3-yl)phenyl cyclopentylcarbamate C1(CCCC1)NC(OC1=CC(=C(C=C1)OCC1=CC=CC=C1)C=1C=NC=C(C1)C1=NN=CN1COCC[Si](C)(C)C)=O